N2-(6-bromo-3-pyridyl)-3-methyl-benzene-1,2-diamine BrC1=CC=C(C=N1)NC=1C(=CC=CC1C)N